C(C=C)(=O)OCCC(C)OC(C=C)=O butane-1,3-diyl diacrylate